4-(2-(3-(3-chloro-2-fluoro-6-(2H-tetrazol-2-yl)phenyl)acrylamido)-2-phenylacetamido)benzoic acid ClC=1C(=C(C(=CC1)N1N=CN=N1)C=CC(=O)NC(C(=O)NC1=CC=C(C(=O)O)C=C1)C1=CC=CC=C1)F